benzyl (S)-2-(4-(tert-butyloxy)-2-(3-(3,5-dimethyl-1H-pyrazol-1-yl)phenyl)-4-carbonylbutyl)-2,6-diazaspiro[3.4]octane-6-carboxylate C(C)(C)(C)OC(C[C@H](CN1CC2(C1)CN(CC2)C(=O)OCC2=CC=CC=C2)C2=CC(=CC=C2)N2N=C(C=C2C)C)=C=O